S1C=NC2=C1C=C(C=C2)B(O)O Benzo[d]thiazol-6-ylboronic acid